2,N-dicyclohexyl-2-[2-(3,4-dimethoxy-phenyl)-benzimidazol-1-yl]-acetamide C1(CCCCC1)C(C(=O)NC1CCCCC1)N1C(=NC2=C1C=CC=C2)C2=CC(=C(C=C2)OC)OC